POTASSIUM ACETYLSULFONATE C(C)(=O)S(=O)(=O)[O-].[K+]